N1-(1-(methoxymethyl)-cyclopropyl)-N2-((S)-4-methyl-1-oxo-1-(((S)-3-oxo-1-((S)-2-oxopyrrolidin-3-yl)-4-(trifluoromethoxy)butan-2-yl)amino)pentan-2-yl)oxalamide COCC1(CC1)NC(C(=O)N[C@H](C(N[C@@H](C[C@H]1C(NCC1)=O)C(COC(F)(F)F)=O)=O)CC(C)C)=O